1-Methylcyclopropane-1-carbonyl chloride CC1(CC1)C(=O)Cl